1-(5-chloro-2-((6-methoxy-2-methyl-1,2,3,4-tetrahydroisoquinolin-7-yl)amino)pyrimidin-4-yl)-6-fluoro-3-methylindoline-3-carboxylic acid ClC=1C(=NC(=NC1)NC1=C(C=C2CCN(CC2=C1)C)OC)N1CC(C2=CC=C(C=C12)F)(C(=O)O)C